1-((3R,5R)-3-(4-amino-3-(4-phenoxyphenyl)-1H-pyrazolo[3,4-d]pyrimidin-1-yl)-5-((tert-butyldimethylsilyl)oxy)piperidin-1-yl)prop-2-en-1-one NC1=C2C(=NC=N1)N(N=C2C2=CC=C(C=C2)OC2=CC=CC=C2)[C@H]2CN(C[C@@H](C2)O[Si](C)(C)C(C)(C)C)C(C=C)=O